2-(4-isothiocyanatobenzyl)-ethylenediaminetetraacetic acid niobium zirconium nickel [Ni].[Zr].[Nb].N(=C=S)C1=CC=C(CC(CN(CC(=O)O)CC(=O)O)N(CC(=O)O)CC(=O)O)C=C1